2-chloro-6-(4,4-difluoroazepan-1-yl)-N-(1,1-dioxo-2,3-dihydrobenzisothiazole-6-yl)-3-trifluoromethyl-benzamide ClC1=C(C(=O)NC2=CC3=C(CNS3(=O)=O)C=C2)C(=CC=C1C(F)(F)F)N1CCC(CCC1)(F)F